C1(=CC=CC=C1)C=1C=C(C=CC1)N1C2=CC=CC=C2C=2C=CC=C(C12)B(O)O 9-(3-phenylphenyl)carbazole-1-boronic acid